potassium calcium salt [Ca].[K]